Br.Br.FC1=C(C=CC(=C1)F)\N=C(/N)\SCC1=C(C=C(C=C1)F)CSC(N)=NC1=C(C=C(C=C1)F)F (4-Fluoro-1,2-phenylene)bis(methylene) (E,E)-bis(N'-(2,4-difluorophenyl)carbamimidothioate) dihydrobromide